Cl.N1CCCC2=CC(=CC=C12)N1C(NC(CC1)=O)=O 1-(1,2,3,4-tetrahydroquinolin-6-yl)dihydropyrimidine-2,4(1H,3H)-dione hydrochloride